13-Bromo-14,19-dimethoxy-16,16-dioxo-5-(trifluoromethyl)-9-oxa-16λ6-thia-4,17-diazatetracyclo[16.3.1.111,15.02,7]tricosa-1(21),2(7),3,5,11,13,15(23),18(22),19-nonaen-10-one BrC=1C=C2C(OCC=3C=C(N=CC3C3=CC=C(C(NS(C(C1OC)=C2)(=O)=O)=C3)OC)C(F)(F)F)=O